4-[(4-methoxyphenyl)methoxy]butane-1,3-diol COC1=CC=C(C=C1)COCC(CCO)O